4-[3-[2,6-Dichloro-4-(2-oxoazetidin-1-yl)benzoyl]-2,4-dihydro-1,3-benzoxazin-8-yl]-5-fluoro-2-morpholin-4-ylbenzoic acid ClC1=C(C(=O)N2COC3=C(C2)C=CC=C3C3=CC(=C(C(=O)O)C=C3F)N3CCOCC3)C(=CC(=C1)N1C(CC1)=O)Cl